Calcium dihydride [H-].[H-].[Ca+2]